1-(diethylamino)-3-(isobutylamino)propane C(C)N(CCCNCC(C)C)CC